4-cyano-N-(1-(4-(6-(trifluoromethyl)pyridin-3-yl)phenyl)cyclobutyl)benzamide C(#N)C1=CC=C(C(=O)NC2(CCC2)C2=CC=C(C=C2)C=2C=NC(=CC2)C(F)(F)F)C=C1